(R)-3-(2-amino-5-ethylphenyl)-1-cyclopropylpropane-1-ol NC1=C(C=C(C=C1)CC)CC[C@@H](O)C1CC1